SC[C@H](C)OCCOC (S)-3-mercapto-2-(2-methoxyethoxy)propan